COC(CN1C(C2=C(C=NC=C2C=C1)NC1=C(C=C(C=C1)I)F)=O)=O 2-(8-(2-fluoro-4-iodophenylamino)-1-oxo-2,6-naphthyridin-2(1H)-yl)acetic acid methyl ester